tris(ethylenediamine) cobalt (III) chloride [Co](Cl)(Cl)Cl.C(CN)N.C(CN)N.C(CN)N